C[C@@H](CCO)CCC=CCCCCCCCCCC (R)-3-methyl-6-heptadecenol